FC(C)(S(=O)(=O)C1=CC=NN1C)C1CCN(CC1)C(=O)NC1=CN=NC=C1 4-(1-fluoro-1-((1-methyl-1H-pyrazol-5-yl)sulfonyl)ethyl)-N-(pyridazin-4-yl)piperidine-1-carboxamide